[I-].C(C)(C)(C)OC(C(COC=1C=C(C=CC1)C=1C=[N+](N(C1)CCCNC(=O)OOC(C)(C)C)C)ON1C(C2=CC=CC=C2C1=O)=O)=O 4-(3-(tert-butoxy-2-((1,3-dioxoisoindolin-2-yl)oxy)-3-oxopropoxy)phenyl)-1-(3-((tert-butoxycarboxyl)amino)propyl)-2-methyl-1H-pyrazol-2-ium iodide